(S)-N-(7-(4,4-difluoro-3,3-dimethylbut-1-yn-1-yl)-5-methyl-4-oxo-2,3,4,5-tetrahydropyrido[3,2-b][1,4]oxazepin-3-yl)-4-phenoxypyridineamide FC(C(C#CC=1C=CC=2OC[C@@H](C(N(C2N1)C)=O)NC(=O)C1=NC=CC(=C1)OC1=CC=CC=C1)(C)C)F